(1S,2R,5R)-2-methoxyethyl 3-((6-((5-chloropyridin-3-yl)oxy)pyridin-3-yl)sulfonyl)-2-(hydroxycarbamoyl)-3,8-diazabicyclo[3.2.1]octane-8-carboxylate ClC=1C=C(C=NC1)OC1=CC=C(C=N1)S(=O)(=O)N1[C@H]([C@@H]2CC[C@H](C1)N2C(=O)OCCOC)C(NO)=O